CC1=CC=C(C=C1)C1=NN=C(O1)S 5-(4-Methylphenyl)-1,3,4-oxadiazole-2-thiol